FC(C1=NN=C(S1)C1=NC=C2N1C=C(C=C2N2C[C@@H](N[C@H](C2)C)C)S(=O)(=O)NC2(COC2)C)F 3-(5-(difluoromethyl)-1,3,4-thiadiazol-2-yl)-8-((3S,5S)-3,5-dimethylpiperazine-1-yl)-N-(3-methyloxetan-3-yl)imidazo[1,5-a]pyridine-6-sulfonamide